4-amino-2-(1-methyl-2,5-dioxopyrrolidin-3-yl)isoindoline-1,3-dione NC1=C2C(N(C(C2=CC=C1)=O)C1C(N(C(C1)=O)C)=O)=O